C1OCC12CN(C2)C=O (2-oxa-6-azaspiro[3.3]Hept-6-yl)methanone